OC1=C(C=C(C=C1C(C)(C)C)CCCOC(C(=C)C)=O)N1N=C2C(=N1)C=CC(=C2)Cl 2-(2'-hydroxy-5'-methacryloyloxypropyl-3-tert-butylphenyl)-5-chloro-2H-benzotriazole